4-(4-{[4-(2,3-dihydroxypropyl)-2-(trifluoromethyl)phenyl]methoxy}-3-methoxyphenyl)-2H,4H,5H,6H,7H-pyrazolo[3,4-b]pyridin-6-one OC(CC1=CC(=C(C=C1)COC1=C(C=C(C=C1)C1C=2C(NC(C1)=O)=NNC2)OC)C(F)(F)F)CO